FC1(C2=C(N3[C@@H]1CNCC3)N=CC(=C2)C(F)(F)F)F (R)-5,5-difluoro-3-(trifluoromethyl)-5a,6,8,9-tetrahydropyrido[3',2':4,5]pyrrolo[1,2-a]pyrazin